(S)-4-(3-(2,2-difluoroethyl)morpholinyl)-2-fluoro-6-methylbenzoic acid FC(C[C@@H]1N(CCOC1)C1=CC(=C(C(=O)O)C(=C1)C)F)F